N-(4-chloro-3-(trifluoromethyl)phenyl)-2-(2-morpholino-2-oxoethoxy)benzamide ClC1=C(C=C(C=C1)NC(C1=C(C=CC=C1)OCC(=O)N1CCOCC1)=O)C(F)(F)F